FC(CN1N=CC=2C1=NC(=CN2)N2C([C@@H]1CN(C[C@@H]1C2)C2=NC(=CC=C2)C(F)(F)F)=O)F |r| rac-(3aR,6aS)-2-[1-(2,2-difluoroethyl)-1H-pyrazolo[3,4-b]pyrazin-6-yl]-5-[6-(trifluoromethyl)pyridin-2-yl]-octahydropyrrolo[3,4-c]pyrrol-1-one